sodium undecylhydroxyethylimidazolium C(CCCCCCCCCC)[N+]1=C(NC=C1)CCO.[Na+]